3-Cyano-6-ethoxy-4-(6-(piperazin-1-yl)pyridin-3-yl)pyrazolo[1,5-a]pyridin C(#N)C=1C=NN2C1C(=CC(=C2)OCC)C=2C=NC(=CC2)N2CCNCC2